CN1N=C(C=C1C)C1=CC=CC=C1 1,5-dimethyl-3-phenyl-1H-pyrazol